C1(CCC1)[C@@H](C)N(C(=O)OCC1=C(C=NN1C)C1=CC=C(C=C1)C12COC(CC1)(CC2)CC(=O)O)C |r| (rac)-2-(4-(4-(5-((((1-cyclobutyl-ethyl)(methyl)carbamoyl)oxy)methyl)-1-methyl-1H-pyrazol-4-yl)phenyl)-2-oxabicyclo[2.2.2]octan-1-yl)acetic acid